FC1=CC=C(CN2N=CC(=C2)C(=O)N2CC3(CN(C3)C(=O)C3(CC3)C(F)(F)F)C(C2)CC=O)C=C1 2-(6-(1-(4-fluorobenzyl)-1H-pyrazole-4-carbonyl)-2-(1-(trifluoromethyl)cyclopropane-1-carbonyl)-2,6-diazaspiro[3.4]octan-8-yl)acetaldehyde